N4-(2-(piperidin-1-yl)ethyl)-N2-(3-(trifluoromethyl)phenethyl)quinazoline-2,4-diamine N1(CCCCC1)CCNC1=NC(=NC2=CC=CC=C12)NCCC1=CC(=CC=C1)C(F)(F)F